2,7-dibromobenzo[2,1-b:3,4-b']dithiophene-4,5-dione BrC1=CC2=C(S1)C=1SC(=CC1C(C2=O)=O)Br